3-((4-bromophenyl)amino)piperidine-2,6-dione BrC1=CC=C(C=C1)NC1C(NC(CC1)=O)=O